OCCN(C(CCCCC(=O)N(CCO)CCO)=O)CCO N,N,N',N'-tetrakis(β-hydroxyethyl)adipamide